C(C1=CC=CC=C1)O[C@@](CC=C)(C(F)(F)F)C1=NN=C(O1)C1=NC(=C(C=C1N(C(OC(C)(C)C)=O)C(=O)OC(C)(C)C)C(F)(F)F)OC(CCC=C)CC tert-Butyl N-[2-[5-[(1R)-1-benzyloxy-1-(trifluoromethyl)but-3-enyl]-1,3,4-oxadiazol-2-yl]-6-(1-ethylpent-4-enoxy)-5-(trifluoromethyl)-3-pyridyl]-N-tert-butoxycarbonyl-carbamate